C1(CC1)C1=NN(C=C1C1=NC(=C(C=C1)F)C)[C@@H]1C[C@H](C1)CCC=1C=C2CN(C(C2=CC1)=O)C1C(NC(CC1)=O)=O 3-(5-(2-(Trans-3-(3-cyclopropyl-4-(5-fluoro-6-methylpyridin-2-yl)-1H-pyrazol-1-yl)cyclobutyl)ethyl)-1-oxoisoindolin-2-yl)piperidine-2,6-dione